ClC1=C(C(=C(N=N1)S(=O)(=O)C1=C(C(=CC=C1)C1CC1)F)C(=O)NCC(F)(F)C1=C(C=C(C=C1)C)C)C 6-Chloro-3-[(3-cyclopropyl-2-fluorophenyl)sulfonyl]-N-[2-(2,4-dimethylphenyl)-2,2-difluoroethyl]-5-methylpyridazine-4-carboxamide